4-(5-(3-((2-(3-carboxypropionyl)-5-methoxybenzo[b]selenophen-6-yl)oxy)propoxy)-6-methoxybenzo[b]thiophen-2-yl)-4-oxobutanoic acid C(=O)(O)CCC(=O)C1=CC2=C([Se]1)C=C(C(=C2)OC)OCCCOC2=CC1=C(SC(=C1)C(CCC(=O)O)=O)C=C2OC